Cl.FC(CN)(C)C 2-fluoro-2-methylpropan-1-amine HCl